FC=1C(=NC(=NC1)N[C@@H]1C[C@H]2CO[C@@H]([C@H]1O)O2)C2=CC=C1C(C(=C(N(C1=C2)C(C)C)CN2C[C@H](CC2)O)C)=O 7-(5-fluoro-2-(((1S,3R,4S,5R)-4-hydroxy-6,8-dioxabicyclo[3.2.1]octan-3-yl)amino)pyrimidin-4-yl)-2-(((S)-3-hydroxypyrrolidin-1-yl)methyl)-1-isopropyl-3-methylquinolin-4(1H)-one